COC1=C(C(=CC(=C1)C(F)(F)F)C)C=1C=C2C(=NN1)N(N=C2)C2CN(CCC2)C(=O)OC(C)(C)C tert-Butyl 3-{5-[2-methoxy-6-methyl-4-(trifluoromethyl)phenyl]-1H-pyrazolo[3,4-c]pyridazin-1-yl}piperidine-1-carboxylate